C(C)(C)(C)OC(=O)N1C(COCC1)C=1C=C(C=C2CCN(CC12)C(=O)N1CCOCC1)C=1C=C2C(=NC1)NC=C2Cl 3-(6-(3-chloro-1H-pyrrolo[2,3-b]pyridin-5-yl)-2-(morpholine-4-carbonyl)-1,2,3,4-tetrahydroisoquinolin-8-yl)morpholine-4-carboxylic acid tert-butyl ester